N-ethylethaneamine C(C)NCC